N1(CCOCC1)C1=NC(=NC(=C1)OC)NC1=NC=NC2=CC(=C(C=C12)N)OC N-(4-morpholinyl-6-methoxypyrimidin-2-yl)-7-methoxyquinazoline-4,6-diamine